C(C)(C)(C)OC(NCC=1C(=NC(=CC1)C(\C=C\N(C)C)=O)C)=O (E)-((6-(3-(dimethylamino)acryloyl)-2-methylpyridin-3-yl)methyl)carbamic acid tert-butyl ester